C1(CCCC1)N1C(C(=CC2=C1N=C(N=C2)NC2C(CN(CC2([2H])[2H])S(=O)(=O)C)([2H])[2H])C([2H])([2H])[2H])=O 8-cyclopentyl-6-(methyl-d3)-2-((1-(methylsulfonyl)piperidin-4-yl-3,3,5,5-d4)-amino)pyrido[2,3-d]pyrimidin-7(8H)-one